5-(1-Benzofuran-5-sulfonyl)-N-[(1R)-1-phenylethyl]-1H,2H,3H,4H,5H,6H-pyrrolo[3,4-c]pyrrole-2-carboxamide O1C=CC2=C1C=CC(=C2)S(=O)(=O)N2CC1=C(C2)CN(C1)C(=O)N[C@H](C)C1=CC=CC=C1